9-(hydroxyimino)-N2,N7-di(pentan-3-yl)-9H-fluorene-2,7-disulfonamide ON=C1C2=CC(=CC=C2C=2C=CC(=CC12)S(=O)(=O)NC(CC)CC)S(=O)(=O)NC(CC)CC